rac-N-{(2S,3R,4S)-4-fluoro-1-(2-hydroxy-2-methylpropanoyl)-4-methyl-2-[(2,3',5'-trifluoro[1,1'-biphenyl]-3-yl)methyl]-pyrrolidin-3-yl}methanesulfonamide F[C@@]1([C@@H]([C@@H](N(C1)C(C(C)(C)O)=O)CC=1C(=C(C=CC1)C1=CC(=CC(=C1)F)F)F)NS(=O)(=O)C)C |r|